17-(1-hydroxy-1-methyl-but-3-enyl)-10,13-dimethyl-2,3,4,5,6,7,8,9,11,12,14,15,16,17-tetradecahydro-1H-cyclopenta[a]phenanthren-3-ol OC(CC=C)(C)C1CCC2C3CCC4CC(CCC4(C3CCC12C)C)O